methoxymethyl-(diphenyl)phosphine oxide COCP(C1=CC=CC=C1)(C1=CC=CC=C1)=O